diethyl-trimethylsilicon C(C)C([Si](C)C)CC